6-(5,6,7,8-tetrahydroimidazo[1,2-a]pyrimidine-3-carbonyl)-N-(5-(trifluoromethyl)pyridin-3-yl)-4,5,6,7-tetrahydrothieno[2,3-c]pyridine-3-carboxamide N=1C=C(N2C1NCCC2)C(=O)N2CC1=C(CC2)C(=CS1)C(=O)NC=1C=NC=C(C1)C(F)(F)F